FC(C(=O)O)(F)F.CC=1C=CC=C2C(NC=NC12)=O 8-methyl-quinazolin-4(3H)-one trifluoroacetate salt